C1(CC1)C1=NC=C(C(=N1)N1CCC(CCC1)(F)F)C(=O)NC1=CC(=NC=C1)S(N)(=O)=O 2-cyclopropyl-4-(4,4-difluoroazepan-1-yl)-N-(2-sulfamoylpyridin-4-yl)pyrimidine-5-carboxamide